N-[3-(benzenesulfonyloxy)phenyl]-N'-[3-(p-toluenesulfonyloxy)phenyl]urea C1(=CC=CC=C1)S(=O)(=O)OC=1C=C(C=CC1)NC(=O)NC1=CC(=CC=C1)OS(=O)(=O)C1=CC=C(C)C=C1